N-[(5-cyclopropyl-6-fluoropyridin-2-yl)(phenyl)methyl]-4-fluoro-1-[2-(5-methyl-1H-pyrazol-1-yl)acetyl]pyrrolidine-2-carboxamide C1(CC1)C=1C=CC(=NC1F)C(NC(=O)C1N(CC(C1)F)C(CN1N=CC=C1C)=O)C1=CC=CC=C1